2-[(3S)-3-[2-(8-chloro-4-oxo-chromen-2-yl)-5-methyl-phenoxy]pyrrolidin-1-yl]-2-oxo-acetic acid ClC=1C=CC=C2C(C=C(OC12)C1=C(O[C@@H]2CN(CC2)C(C(=O)O)=O)C=C(C=C1)C)=O